C1(=CC=C(C=C1)C(C1=CC=C(C=C1)F)NCC1=CC=CC=C1)C(C1=CC=C(C=C1)F)NCC1=CC=CC=C1 N'-[1,4-phenylenebis[(4-fluorophenyl)methylene]]bis[benzylamine]